3-((5-(5-(difluoromethyl)-1,3,4-oxadiazol-2-yl)pyridin-2-yl)methyl)-5-fluoro-6-(pyridin-3-yl)benzo[d]oxazol-2(3H)-one FC(C1=NN=C(O1)C=1C=CC(=NC1)CN1C(OC2=C1C=C(C(=C2)C=2C=NC=CC2)F)=O)F